methyl formate ((3aR,4S,5R,7S,7aR)-octahydro-1H-4,7-methanoinden-5-yl)methyl-formate C1CC[C@H]2[C@H]3[C@@H](C[C@@H]([C@@H]12)C3)COC=O.C(=O)OC